3-((2-amino-3-fluoropyridin-4-yl)thio)propionic acid methyl ester COC(CCSC1=C(C(=NC=C1)N)F)=O